OCC[N+](CC(COC(CCCCCCC\C=C/CCCCCCCC)=O)OC(CCCCCCC\C=C/CCCCCCCC)=O)(C)C N-(2-hydroxyethyl)-N,N-dimethyl-2,3-bis(oleoyloxy)propan-1-aminium